[Ca+2].C(C)OP([O-])(=O)CC1=CC(=C(C(=C1)C(C)(C)C)O)C(C)(C)C.C(C)(C)(C)C=1C=C(CP(OCC)([O-])=O)C=C(C1O)C(C)(C)C 3,5-di-tert-butyl-4-hydroxybenzylphosphonic acid mono-ethyl ester calcium salt